(5-(3-hydroxyoxetan-3-yl)pyridin-3-yl)(4-(4-(trifluoromethyl)phenoxy)piperidin-1-yl)methanone OC1(COC1)C=1C=C(C=NC1)C(=O)N1CCC(CC1)OC1=CC=C(C=C1)C(F)(F)F